6,7-difluoro-2,3-bis(4-octyloxyphenyl)quinoxaline FC=1C=C2N=C(C(=NC2=CC1F)C1=CC=C(C=C1)OCCCCCCCC)C1=CC=C(C=C1)OCCCCCCCC